OCC(NCCCS(=O)(=O)O)(CO)CO N-tris[hydroxymethyl]methyl-3-aminopropanesulfonic acid